N-[(2-chlorothiazol-yl)methyl]-N-methyl-6-methoxy-3-nitropyridin-2-amine ClC=1SC=C(N1)CN(C1=NC(=CC=C1[N+](=O)[O-])OC)C